3-methyl-6-vinylimidazo[1,2-a]pyridine-8-carboxamide CC1=CN=C2N1C=C(C=C2C(=O)N)C=C